5-bromo-3-iodo-1-{[2-(trimethylsilyl)ethoxy]methyl}-1H-pyrazolo[3,4-c]pyridine BrC=1C=C2C(=CN1)N(N=C2I)COCC[Si](C)(C)C